[C@@H]1(CCC2=CC=CC=C12)NC(=O)C=1C=2C[C@@H]3[C@H](C2N(N1)C(C)(C)C)C3 (1aR,5aR)-2-tert-Butyl-1a,2,5,5a-tetrahydro-1H-2,3-diaza-cyclopropa[a]pentalene-4-carboxylic acid (S)-indan-1-ylamide